C[C@@H]1CN(C[C@@H](N1)C)C1=NC2=CC=C(C=C2N=C1)F 2-[(3R,5S)-3,5-dimethylpiperazin-1-yl]-6-fluoroquinoxaline